(2s,5r)-5-(aminomethyl)-4-(bis(4-fluorophenyl)methyl)-2-methylpiperazine-1-carboxylic acid tert-butyl ester C(C)(C)(C)OC(=O)N1[C@H](CN([C@@H](C1)CN)C(C1=CC=C(C=C1)F)C1=CC=C(C=C1)F)C